CC=1C=2N(C=CC1B1OC(C(O1)(C)C)(C)C)N=C(N2)N 8-methyl-7-(4,4,5,5-tetramethyl-1,3,2-dioxaborolan-2-yl)-[1,2,4]triazolo[1,5-a]pyridin-2-amine